Cl(=O)(=O)(=O)[O-].[Co+2].Cl(=O)(=O)(=O)[O-] cobaltous perchlorate